O=C(C(=O)O)CCC(=O)O.COC1=CC=C(C=C1)S(=O)(=O)N1CC(CCC1)C(=O)N 1-[(4-methoxyphenyl)sulfonyl]-3-piperidinecarboxamide α-ketoglutarate